benzyltriethylchlorosilane C(C1=CC=CC=C1)CC[Si](Cl)(CC)CC